2-(2-Hydroxy-prop-2-yl)-N-(4-methyl-3-(2-(5-(pyrazin-2-ylamino)-1H-pyrazol-3-yl)ethyl)phenyl)isonicotinamide OC(C)(C)C=1C=C(C(=O)NC2=CC(=C(C=C2)C)CCC2=NNC(=C2)NC2=NC=CN=C2)C=CN1